R-3-[(benzo[d][1,3]dioxol-4-yl)oxy]-N,N-dimethyl-3-(4-fluorophenyl)propylamine oxalate C(C(=O)O)(=O)O.O1COC2=C1C=CC=C2O[C@H](CCN(C)C)C2=CC=C(C=C2)F